C1(=O)C(=N)ON=NC1=O IminooxadiazineDione